4-{3-[4-(benzyloxy)-3-methoxybenzyl]-7-fluoro-6-[2-fluoro-1-(fluoromethyl)ethoxy]-2,4-dioxo-3,4-dihydroquinazolin-1(2H)-yl}piperidine-1-carbaldehyde C(C1=CC=CC=C1)OC1=C(C=C(CN2C(N(C3=CC(=C(C=C3C2=O)OC(CF)CF)F)C2CCN(CC2)C=O)=O)C=C1)OC